ClC1=C2CN(C(C2=C(C=C1)C1=CC=C(C=C1)C=1OC(=NN1)C)=O)C(C(C)(C)O)C1CC1 4-chloro-2-(1-cyclopropyl-2-hydroxy-2-methylpropyl)-7-(4-(5-methyl-1,3,4-oxadiazol-2-yl)phenyl)isoindolin-1-one